(4-(1-(trifluoromethyl)cyclopropyl)phenyl)-7-azaspiro[3.5]nonane-7-carboxylic acid tert-butyl ester C(C)(C)(C)OC(=O)N1CCC2(CCC2C2=CC=C(C=C2)C2(CC2)C(F)(F)F)CC1